OCC=1N=C(OC1C(=O)N)C 4-(hydroxymethyl)-2-methyloxazole-5-carboxamide